CN1C(=NN=C1)S[C@@H](C)C1=CC(=NC=C1)N1C(C2=CC=CC(=C2C1)C(F)(F)F)=O (S)-2-(4-(1-((4-methyl-4H-1,2,4-triazol-3-yl)thio)ethyl)pyridin-2-yl)-4-(trifluoromethyl)isoindolin-1-one